(S)-(-)-1-(tert-Butoxycarbonyl)-2-tert-butyl-3-methyl-4-imidazolidinone CC(C)(C)[C@H]1N(C(=O)CN1C(=O)OC(C)(C)C)C